2-(2-bromoethyl)pyridine hydrobromide Br.BrCCC1=NC=CC=C1